4'-fluoro-3'-(trifluoromethyl)-[1,1'-biphenyl]-3-carbaldehyde FC1=C(C=C(C=C1)C1=CC(=CC=C1)C=O)C(F)(F)F